4-sulfo-thioxanthone S(=O)(=O)(O)C1=CC=CC=2C(C3=CC=CC=C3SC12)=O